Tert-butyl N-[(1-methyl-4-piperidyl)-(1-methylpyrazol-4-yl)sulfamoyl]carbamate CN1CCC(CC1)N(S(=O)(=O)NC(OC(C)(C)C)=O)C=1C=NN(C1)C